(6S)-2-(1-benzothiophen-5-yl)-6-methyl-3-(pyridin-4-yl)-6,7-dihydropyrazolo[1,5-a]pyrazin S1C=CC2=C1C=CC(=C2)C2=NN1C(C=N[C@H](C1)C)=C2C2=CC=NC=C2